7-cyclopropyl-1-(4-(difluoromethoxy)phenyl)-3-(2-ethyl-1-methyl-1H-benzo[d]imidazol-6-yl)-2(1H)-quinoxalinone C1(CC1)C1=CC=C2N=C(C(N(C2=C1)C1=CC=C(C=C1)OC(F)F)=O)C=1C=CC2=C(N(C(=N2)CC)C)C1